ClC=1C=C(C2=C(N1)N(C=C2)C2CC(C2)(F)F)C=O 6-chloro-1-(3,3-difluorocyclobutyl)-1H-pyrrolo[2,3-b]pyridine-4-carbaldehyde